4-(3-bromo-2,5-difluorophenyl)-1-(1-(3,5-difluorophenyl)ethyl)-1H-pyrazole BrC=1C(=C(C=C(C1)F)C=1C=NN(C1)C(C)C1=CC(=CC(=C1)F)F)F